S[C@@]1([C@@H](O[C@@H]([C@H]1O)CO)N1C=NC=2C(N)=NC=NC12)O 2'-mercaptoadenosine